C1(=CC=C(C=C1)CCN1[C@@H]([C@H]([C@@H]([C@H](C1)OCC1=CC=CC=C1)OCC1=CC=CC=C1)OCC1=CC=CC=C1)CBr)C1=CC=CC=C1 (2S,3R,4R,5S)-1-(2-([1,1'-biphenyl]-4-yl)ethyl)-3,4,5-tris(benzyloxy)-2-(bromomethyl)piperidine